(4-mercaptobutyl)trimethoxysilane SCCCC[Si](OC)(OC)OC